1-(1-(1H-benzo[d]imidazol-4-yl)azetidin-3-yl)-N,N-dimethylmethanamine N1C=NC2=C1C=CC=C2N2CC(C2)CN(C)C